FC(CO)(F)C1=CC=C(C=C1)C1C(NC(CC1)=O)=O 3-(4-(1,1-difluoro-2-hydroxyethyl)phenyl)piperidine-2,6-dione